C(C)(=O)OCC([C@H](C(=O)NCCC(=O)NCCSC(/C=C/C(=O)O)=O)O)(C)C (2E)-4-[(2-[3-[(2R)-4-(acetyloxy)-2-hydroxy-3,3-dimethylbutanamido]propanamido]ethyl)sulfanyl]-4-oxobut-2-enoic acid